4-(3-Chloroanilino)-2'-{(2R)-2-methyl-3-[(thieno[3,2-b]pyridin-7-yl)amino]propyl}-2',3'-dihydrospiro[cyclohexane-1,1'-indene]-4-carboxylic acid ClC=1C=C(NC2(CCC3(C(CC4=CC=CC=C34)C[C@H](CNC3=C4C(=NC=C3)C=CS4)C)CC2)C(=O)O)C=CC1